ClC1=C(C(=NC=C1C(=O)O)OCCOC1OCCCC1)F 4-chloro-5-fluoro-6-(2-((tetrahydro-2H-pyran-2-yl)oxy)ethoxy)nicotinic acid